FC(C(C)(C)NC(=O)C=1N=C2N(C=CC=C2C2=C(C=CC=C2)OCC(F)(F)F)C1)(F)F N-(1,1,1-trifluoro-2-methylpropan-2-yl)-8-(2-(2,2,2-trifluoroethoxy)phenyl)imidazo[1,2-a]pyridine-2-carboxamide